NC1=CC=C(C=C1)N=NC1=CC=C(C(=O)O)C=C1 4-[2-(4-aminophenyl)diazenyl]benzoic acid